3-(3-Fluoro-4-((methylsulfonyl)methyl)phenyl)-7-(1-(5-(hydroxymethyl)-2-oxooxazol-3(2H)-yl)ethyl)-1H-indole-2-carboxylic acid FC=1C=C(C=CC1CS(=O)(=O)C)C1=C(NC2=C(C=CC=C12)C(C)N1C(OC(=C1)CO)=O)C(=O)O